COC1=CC=C(CN2C(N(CCC2=O)C=2OC3=C(C2)C=CC(=C3)C(=O)O)=O)C=C1 (3-(4-methoxybenzyl)-2,4-dioxotetrahydropyrimidin-1(2H)-yl)benzofuran-6-carboxylic acid